Benzyl (2S)-4-(2-chloro-7-(2,3-dihydro-4H-benzo[b][1,4]oxazin-4-yl)-5,6,7,8-tetrahydroquinazolin-4-yl)-2-(cyanomethyl)piperazine-1-carboxylate ClC1=NC=2CC(CCC2C(=N1)N1C[C@@H](N(CC1)C(=O)OCC1=CC=CC=C1)CC#N)N1C2=C(OCC1)C=CC=C2